C(C1=CC=CC=C1)OC(=O)N[C@H](C(=O)NC1=CC=C(C=C1)C=1C(=NN(C1C)C(=O)OC(C)(C)C)C)C(C1CC1)C1CC1 tert-butyl 4-[4-[[(2S)-2-(benzyloxycarbonylamino)-3,3-dicyclopropyl-propanoyl]amino]phenyl]-3,5-dimethyl-pyrazole-1-carboxylate